FC1=C(CC(CN(C(OC(C)(C)C)=O)C)CC)C=CC(=C1)F Tert-butyl (2-(2,4-difluorobenzyl)butyl)(methyl)carbamate